FC=1C(=CC=2C3=C(N(C(C2C1)=O)CCO)COC[C@@H]3N(C(=O)C=3NC1=CC(=C(C=C1C3)F)F)C)F (R)-N-(8,9-difluoro-5-(2-hydroxyethyl)-6-oxo-1,4,5,6-tetrahydro-2H-pyrano[3,4-c]isoquinolin-1-yl)-5,6-difluoro-N-methyl-1H-indole-2-carboxamide